1,3-dihydro-1,3-bis(2,6-diisopropylphenyl)imidazolium hydrogen carbonate C(O)([O-])=O.C(C)(C)C1=C(C(=CC=C1)C(C)C)N1C[NH+](C=C1)C1=C(C=CC=C1C(C)C)C(C)C